tri(2,3-diethylpentyl)aluminum C(C)C(C[Al](CC(C(CC)CC)CC)CC(C(CC)CC)CC)C(CC)CC